C1(CC1)C1=CC2=C(C(=NN(C2=O)CC(=O)O)CC)O1 (2-cyclopropyl-7-ethyl-4-oxo-furo[2,3-d]pyridazin-5-yl)acetic acid